tert-butyl (E)-4-((2-(3-(pyridin-3-yl)acrylamido)ethoxy)imino)piperidine-1-carboxylate N1=CC(=CC=C1)/C=C/C(=O)NCCON=C1CCN(CC1)C(=O)OC(C)(C)C